nickel-silicon oxide [Si]=O.[Ni]